1,1,1,2,2,4,4,5,5,5-decafluoro-3-(perfluoroethyl)pentan-3-ol potassium [K].FC(C(C(C(C(F)(F)F)(F)F)(O)C(C(F)(F)F)(F)F)(F)F)(F)F